O=C1N(CC=2C=C3C(=CC12)OCC31CCN(CC1)CC=1SC=CC1C(F)(F)F)C1C(NC(CC1)=O)=O 3-(7-oxo-1'-((3-(trifluoromethyl)thiophen-2-yl)methyl)-5,7-dihydro-2H,6H-spiro[furo[2,3-f]isoindole-3,4'-piperidin]-6-yl)piperidine-2,6-dione